3,5-bis(t-butyl-peroxy)3,5-dimethyl-1,2-dioxolane C(C)(C)(C)OOC1(OOC(C1)(C)OOC(C)(C)C)C